OC(=O)C(F)(F)F.C(N)(=O)C1=C(C(=C(S1)NC(C(CC)C1=CC=C(C=C1)Cl)=O)C(=O)OC)C methyl 5-carbamoyl-2-(2-(4-chlorophenyl) butyrylamino)-4-methylthiophene-3-carboxylate-TFA salt